C(N)(=O)C1=CC=C(C=C1)NC(=O)NC(CC(=O)O)C1=CC(=CC=C1)O 3-{[(4-carbamoylphenyl)carbamoyl]amino}-3-(3-hydroxyphenyl)propanoic acid